(Trifluoromethyl)-[1,1'-biphenyl]-4-sulfonamide FC(F)(F)C1=C(C=CC(=C1)S(=O)(=O)N)C1=CC=CC=C1